[2-[(2,4-dimethoxyphenyl)methyl]-1,3-dioxo-6,6a-dihydro-3aH-cyclopenta[c]pyrrol-5-yl]trifluoromethanesulfonate COC1=C(C=CC(=C1)OC)CN1C(C2C(C1=O)C=C(C2)OS(=O)(=O)C(F)(F)F)=O